BrC1=C(C=C(C=C1)C(CO)NC(=O)[C@H]1N(C[C@@H](C1)O)C([C@H](C(C)(C)C)N1N=NC(=C1)C1CC1)=O)F (2S,4R)-N-[1-(4-bromo-3-fluoro-phenyl)-2-hydroxy-ethyl]-1-[(2S)-2-(4-cyclopropyltriazol-1-yl)-3,3-dimethyl-butanoyl]-4-hydroxy-pyrrolidine-2-carboxamide